[1-benzyl-5-(4-phenylphenyl)imidazol-2-yl](4-phenylphenyl)methanone C(C1=CC=CC=C1)N1C(=NC=C1C1=CC=C(C=C1)C1=CC=CC=C1)C(=O)C1=CC=C(C=C1)C1=CC=CC=C1